COC(C1CCN(CC1)C1=CC=C(C=C1)[C@H]1C=2C=CC(=CC2C(C[C@H]1C1=CC=CC=C1)(F)F)O)OC (5S,6R)-5-(4-(4-(dimethoxymethyl)piperidin-1-yl)phenyl)-8,8-difluoro-6-phenyl-5,6,7,8-tetrahydronaphthalen-2-ol